NC(CNC(C)=O)CCC N-(2-aminopentyl)acetamide